C(C=C)(=O)OCC(OCC(OCC(C)OC)C)C tripropyleneglycol monomethyl ETHER ACRYLATE